2-vinyloxetan C(=C)C1OCC1